4-(4-((1R,5S)-3,8-diazabicyclo[3.2.1]octan-3-yl)-6-chloro-8-fluoro-2-((2-methylenetetrahydro-1H-pyrrolizin-7a(5H)-yl)methoxy)quinazolin-7-yl)-5-ethynylnaphthalen-2-ol [C@H]12CN(C[C@H](CC1)N2)C2=NC(=NC1=C(C(=C(C=C21)Cl)C2=CC(=CC1=CC=CC(=C21)C#C)O)F)OCC21CCCN1CC(C2)=C